C1N(CC12CCC2)S(=O)(=O)C=2C=C(C(=O)N1CC3(C4=CC(=CC=C14)NS(=O)(=O)C)CCC1(CC3)CC1)C=CC2 N-(1''-(3-((2-azaspiro[3.3]heptan-2-yl)sulfonyl)benzoyl)dispiro[cyclopropane-1,1'-cyclohexane-4',3''-indolin]-5''-yl)methanesulfonamide